N-ethyl-N-(2-methoxyethyl)-N,N-dimethylammonium C(C)[N+](C)(C)CCOC